[K+].C(CCC)(=O)[O-].C(CCC)(=O)[O-].[K+] Dibutyrate Potassium Salt